ClC1=C2CCN(C(C2=CC(=C1C(=O)OC)Cl)=O)CC1=CC(=CC=C1)F methyl 5,7-dichloro-2-[(3-fluorophenyl) methyl]-1-oxo-3,4-dihydroisoquinoline-6-carboxylate